Yttrium-Scandium-Gallium [Ga].[Sc].[Y]